The molecule is a polyketide that is depudecin with a methyl hydrogen substituted with a hydroxy group. It has a role as a metabolite. It is a polyketide and an epoxide. It derives from a depudecin. C=C[C@H]([C@H]1[C@@H](O1)/C=C/[C@H]2[C@@H](O2)[C@@H](CO)O)O